C(C1=CC=CC=C1)NCCNCC1=CC=CC=C1 N,N'-dibenzyl-ethylenediamine